ClC1=CC=C(C(=O)N(C2CC2)CC2=C(COC3=CC=C(C=C3)CC(=O)O)C=CC=C2)C=C1 2-(4-((2-((4-chloro-N-cyclopropylbenzamido)methyl)benzyl)oxy)phenyl)acetic acid